tert-butyl (2S)-2-{[(3S,4e)-6-(2,3-dihydro-1H-indol-1-yl)-6-oxohex-4-en-3-yl] carbamoyl}-1,4-oxaazepane-4-carboxylate N1(CCC2=CC=CC=C12)C(/C=C/[C@H](CC)NC(=O)[C@H]1OCCCN(C1)C(=O)OC(C)(C)C)=O